C(C=CC=CCCCCCCCCCC)(=O)O 8Z,11Z-Pentadecadienoic acid